N-(3-(4-([18F]Fluoro)butyl-1,1,4,4-d4)-4,5-dimethylthiazol-2(3H)-ylidene)-2,2,3,3-tetramethylcyclopropane-1-carboxamide [18F]C(CCC([2H])([2H])N1C(SC(=C1C)C)=NC(=O)C1C(C1(C)C)(C)C)([2H])[2H]